diethyl 4-chloroquinoline-2,3-diformate ClC1=C(C(=NC2=CC=CC=C12)C(=O)OCC)C(=O)OCC